2-hydroxy-1,3-dimethacryloyloxypropane OC(COC(C(=C)C)=O)COC(C(=C)C)=O